1-(iodoethynyl)-4-nitrobenzene IC#CC1=CC=C(C=C1)[N+](=O)[O-]